Ethyl 1-(2-((tert-butyldimethylsilyl)oxy)ethyl)-3-(4-fluorophenyl)-1H-pyrazole-5-carboxylate [Si](C)(C)(C(C)(C)C)OCCN1N=C(C=C1C(=O)OCC)C1=CC=C(C=C1)F